C1(CCCC=CCCCCCCCCCC1)=O cyclohexadec-5-en-1-one